alpha-(toluenesulfonyloxyimino)-3-thienylacetonitrile C(C1=CC=CC=C1)S(=O)(=O)ON=C(C#N)C1=CSC=C1